C1(=CC=CC=C1)[C@@H]1CCC=2N1C1=C(N2)C=CC(=C1)C=1C=NC(=NC1)C(C)(C)O (S)-2-(5-(1-phenyl-2,3-dihydro-1H-benzo[d]pyrrolo[1,2-a]imidazol-7-yl)pyrimidin-2-yl)propan-2-ol